CC(C)CC(=O)N[C@H]1CCOC1=O The molecule is an N-acyl-L-homoserine lactone having isovaleryl as the acyl substituent. It has a role as a signalling molecule and a metabolite.